5-amino-7-(3-cyanophenyl)-8-(1-ethyl-6-oxo-1,6-dihydropyridin-3-yl)-N-(1-(2-hydroxyethyl)-1H-pyrazol-4-yl)imidazo[1,2-c]pyrimidine-2-carboxamide NC1=NC(=C(C=2N1C=C(N2)C(=O)NC=2C=NN(C2)CCO)C2=CN(C(C=C2)=O)CC)C2=CC(=CC=C2)C#N